tert-butyl (1S,3R,4S,5R)-5-[(tert-butyldiphenyl silyl)oxy]-3-methyl-2-azabicyclo[2.2.1]heptane-2-carboxylate [Si](C1=CC=CC=C1)(C1=CC=CC=C1)(C(C)(C)C)O[C@H]1[C@@H]2[C@H](N([C@H](C1)C2)C(=O)OC(C)(C)C)C